OCC1(CNC1)N1CSC(=C1C)COC=1C=CC2=C(C=C(O2)C)C1 N-(3-(hydroxymethyl)azetidin-3-yl)-2-methyl-5-((4-methylthiazol-5-yl)methoxy)benzofuran